C(C)(C)(C)C1C(N(CCN(CCN(CCN1CC(=O)O)CC(=O)O)CC(=O)O)CC(=O)O)(C(C)(C)C)C(C)(C)C Tri-tert-butyl-1,4,7,10-tetraazacyclododecane-1,4,7,10-tetraacetic acid